C[Si](C)(C)C#CC1=CC=C(C2=C1N=NS2)C#C[Si](C)(C)C 4,7-bis(trimethylsilylethynyl)benzothiadiazole